N-((S)-1-(((S)-1-amino-1-oxo-3-((R)-2-oxo-8-oxa-1-azaspiro[4.5]dec-3-yl)propan-2-yl)amino)-3-cyclohexyl-1-oxopropan-2-yl)-4-methoxy-1H-indole-2-carboxamide NC([C@H](C[C@H]1C(NC2(C1)CCOCC2)=O)NC([C@H](CC2CCCCC2)NC(=O)C=2NC1=CC=CC(=C1C2)OC)=O)=O